C1=2NC3=NNC([C@H]4CC[C@@H](OC(NCC#CCOC(=CC=C1)N2)=O)C4)=C3 (7S,10R)-11,18-dioxa-2,4,5,13,23-pentaazatetracyclo[17.3.1.13,6.17,10]pentacosa-1(23),3,6(25),19,21-pentaen-15-yn-12-one